N-dodecanoyl-L-tryptophane C(CCCCCCCCCCC)(=O)N[C@@H](CC1=CNC2=CC=CC=C12)C(=O)O